histidine, hydrobromide Br.N[C@@H](CC1=CNC=N1)C(=O)O